S1C=CC=2C=NC(C=3N(C21)C=NN3)CC(=O)N 6H-thieno[3,2-f][1,2,4]triazolo[4,3-a][1,4]Diazepine-6-acetamide